tert-butyl (3E)-1-methyl-3-{[(R)-2-methylpropane-2-sulfinyl]imino}-1,3-dihydrospiro[indole-2,4'-piperidine]-1'-carboxylate CN1C2=CC=CC=C2\C(\C12CCN(CC2)C(=O)OC(C)(C)C)=N/[S@](=O)C(C)(C)C